FC=1C(C(N)C(=CC1F)[N+](=O)[O-])=C 3,4-difluoro-2-methylYl-6-nitroaniline